2-[3-(1,3-benzothiazol-2-ylamino)-4-methyl-6,7-dihydro-5H-pyrido[2,3-c]pyridazin-8-yl]-5-[3-[2-fluoro-4-[3-(1-piperidyl)propyl]phenoxy]propyl]thiazole-4-carboxylic acid S1C(=NC2=C1C=CC=C2)NC2=C(C1=C(N=N2)N(CCC1)C=1SC(=C(N1)C(=O)O)CCCOC1=C(C=C(C=C1)CCCN1CCCCC1)F)C